2-(4-fluorophenyl)-N-((2S)-5-hydroxy-1-oxo-1-(((2S)-5,5,5-trifluoro-1-hydroxyl-(thiazol-2-yl)pentan-2-yl)amino)hexan-2-yl)thiazole-5-carboxamide FC1=CC=C(C=C1)C=1SC(=CN1)C(=O)N[C@H](C(N[C@H](C(O)C=1SC=CN1)CCC(F)(F)F)=O)CCC(C)O